C(CCC)[C@]1(CS(C2=C(N(C1)C1=CC=C(C=C1)F)C=C(C(=C2)O)SC)(=O)=O)C (R)-3-butyl-5-(4-fluorophenyl)-8-hydroxy-3-methyl-7-(methylthio)-2,3,4,5-tetrahydro-1,5-benzothiazepine 1,1-dioxide